OC1=NC=NC(=C1)Br 4-hydroxy-6-bromopyrimidine